O=C1N(C(C=C1C1=CC=CC=C1)=O)C1=CC=C(C#N)C=C1 4-(2,5-dioxo-3-phenyl-2,5-dihydro-1H-pyrrol-1-yl)benzonitrile